C(CCCCCCCCCCCCCCCCCCCCC)(=O)O[C@@H]1CC2=CC[C@H]3[C@@H]4CC[C@H]([C@@H](CCCC(C)C)C)[C@]4(CC[C@@H]3[C@]2(CC1)C)C cholesterol docosanoate